ClC1=CC=C(C=C1)C1=CC=2C3=C(C=NC2C=C1)N(C(N3C3=C(C=CC=C3)F)=N)C 8-(4-Chlorophenyl)-1-(2-fluorophenyl)-3-methyl-1,3-dihydro-2H-imidazo[4,5-c]quinolin-2-imine